8-methyl-6-(3-pyridin-4-yl-propoxy)-2-(4-trifluoromethyl-pyridin-2-yl)-3-(2-trimethylsilyl-ethoxymethyl)-3H-quinazolin-4-one CC=1C=C(C=C2C(N(C(=NC12)C1=NC=CC(=C1)C(F)(F)F)COCC[Si](C)(C)C)=O)OCCCC1=CC=NC=C1